3-chloro-N-(1-(5-(6-ethoxy-1H-pyrazolo[3',4':3,4]pyrazolo[1,5-a]pyridin-4-yl)pyrazin-2-yl)-4-methylpiperidin-4-yl)-5-fluoro-2-picolinamide ClC=1C(=NC=C(C1)F)C(=O)NC1(CCN(CC1)C1=NC=C(N=C1)C=1C=2N(C=C(C1)OCC)N=C1C2C=NN1)C